N(N)C1=CC=C(C=N1)NC(=O)C1CC1 N-(6-hydrazinopyridin-3-yl)cyclopropanecarboxamide